ClC1=CC(=C(C=C1OC)CCNCC1=C(C=CC=C1)F)OC 2-(4-chloro-2,5-dimethoxyphenyl)-N-[(2-fluorophenyl)methyl]ethylamine